C(C)(C)C=1C(=NNC1C=1C=C(C=2N(C1)N=CN2)C)C(=O)N[C@H]2CN(CCC2)C (R)-4-isopropyl-5-(8-methyl-[1,2,4]triazolo[1,5-a]pyridin-6-yl)-N-(1-methylpiperidin-3-yl)-1H-pyrazole-3-carboxamide